(M)-6-Chloro-7-(4,5-difluoro-2-hydroxy-phenyl)-4-[(2S,5R)-2,5-dimethyl-4-prop-2-enoyl-piperazin-1-yl]-1-(2-isopropyl-4-methyl-3-pyridyl)pyrido[2,3-d]pyrimidin-2-one ClC1=CC2=C(N(C(N=C2N2[C@H](CN([C@@H](C2)C)C(C=C)=O)C)=O)C=2C(=NC=CC2C)C(C)C)N=C1C1=C(C=C(C(=C1)F)F)O